3-(15-(2-(acryloyloxy)ethyl)-3,12,19-trioxo-2,13,18-trioxa-4,11-diazahenicos-20-enyl)pentane-1,5-diyl diacrylate C(C=C)(=O)OCCC(CCOC(C=C)=O)COC(NCCCCCCNC(OCC(CCOC(C=C)=O)CCOC(C=C)=O)=O)=O